(3,5-dimethylisoxazol-4-yl)-2-methylaniline CC1=NOC(=C1NC1=C(C=CC=C1)C)C